C1(CCC1)C1=CC(=C(C(=O)O)C=C1)C 4-cyclobutyl-2-methylbenzoic acid